C[Si](CCOCN1C=CC=2C1=NC(=CC2)C(=O)OC)(C)C methyl 1-((2-(trimethylsilyl) ethoxy) methyl)-1H-pyrrolo[2,3-b]pyridine-6-carboxylate